(S)-2-(N-[4-Amino-5-[4-[2-(methylamino)-2-oxoethoxy]benzoyl]thiazol-2-yl]-4-fluoroanilino)propanamid NC=1N=C(SC1C(C1=CC=C(C=C1)OCC(=O)NC)=O)N(C1=CC=C(C=C1)F)[C@H](C(=O)N)C